BrC=1C=C(CNCCC(=O)O)C=CC1 3-((3-Bromobenzyl)amino)propanoic acid